cobalt-boron-antimony [Sb].[B].[Co]